(R)-N-((3-(2-(5-fluorothiophen-2-yl)ethyl)-1-(2-(6-methylpyridin-3-yl)propan-2-yl)pyrrolidin-3-yl)methyl)propane-2-sulfonamide citrate C(CC(O)(C(=O)O)CC(=O)O)(=O)O.FC1=CC=C(S1)CC[C@@]1(CN(CC1)C(C)(C)C=1C=NC(=CC1)C)CNS(=O)(=O)C(C)C